C(CCCCCCCCCCCCCCCCCCC)(=O)OCCCCC(OC(NCCNCCN(C)C)=O)CCCCOC(CCCCCCCCCCCCCCCCCCC)=O 14-methyl-7-oxo-5-{4-[(1-oxoicosyl) oxy] butyl}-6-oxa-8,11,14-triazapentadec-1-yl icosanoate